methyl 5-(5-{[(4R)-5-[(5-bromo-2-nitrophenyl) amino]-4-methylpentyl] oxy}-1-methylpyrazol-4-yl)-1-methyl-6-oxopyridine-3-carboxylate BrC=1C=CC(=C(C1)NC[C@@H](CCCOC1=C(C=NN1C)C1=CC(=CN(C1=O)C)C(=O)OC)C)[N+](=O)[O-]